CN1C=C(C(C(=C1)C1=CC(=CC=C1)C(F)(F)F)=O)C1=CC=CC=C1 1-methyl-3-phenyl-5-[3-(trifluoromethyl)-phenyl]-4(1H)-pyridinone